O=C1C(CCC=C1)C1=CC=CC=C1 5-oxo-4-phenyl-2,3,4,5-tetrahydrobenzene